N1N=C(C2=CC=CC=C12)C1=CC=C(C=C1)NC(=O)NCC1=CN=CO1 1-[4-(1H-Indazol-3-yl)-phenyl]-3-oxazol-5-ylmethyl-urea